3,3-difluoropropan-1-amine HCl Cl.FC(CCN)F